ClN1C2(N3C(=CC=C(C3=O)NC3=NC=NC=C3)C1=O)CCCCC2 chloro-6'-(pyrimidin-4-ylamino)-2'H-spiro[cyclohexane-1,3'-imidazo[1,5-a]pyridine]-1',5'-dione